FC1=C2CCCOC2=CC(=C1)F (R)-5,7-difluoro-3,4-dihydro-2H-chromene